[Ca].C(C1=CC=CC=C1)(=O)N Benzamide Calcium